3-ethyl-3-(3,4-epoxycyclohexylmethyl)oxymethyl-oxetane C(C)C1(COC1)COCC1CC2C(CC1)O2